ClC1=C(CNCCCCOCCNC2=NC3=C(C4=CN=CC=C24)C=CC=C3)C=C(C=C1)CC#N 5-((2-(4-((2-chloro-5-(cyanomethyl)benzyl)amino)butoxy)ethyl)amino)benzo[c][2,6]naphthyridine